1,2-dioleyloxy-3-(dimethylamino)acetyloxy-propane C(CCCCCCC\C=C/CCCCCCCC)OCC(COC(CN(C)C)=O)OCCCCCCCC\C=C/CCCCCCCC